FC=1C=C(C=C(C1)F)C1=CC=C(C=C1)C=1NC=NN1 5-(4-(3,5-difluorophenyl)phenyl)-4H-1,2,4-triazole